NC=1C=C(OCCOCCOCCOCCOCCOCCOCCOCCOCCOC2=CC=C(C(=O)OC(C)(C)C)C=C2)C=C(C1)Cl tert-butyl 4-[2-[2-[2-[2-[2-[2-[2-[2-[2-(3-amino-5-chloro-phenoxy)ethoxy]ethoxy]ethoxy]ethoxy]ethoxy] ethoxy]ethoxy]ethoxy]ethoxy]benzoate